C(#N)C1=CC=C(C=C1)S(=O)(=O)OC1=C(OC2=CC(=CC(=C2C1=O)OC)OC)C1=CC(=C(C(=C1)OC)OC)OC 5,7-dimethoxy-4-oxo-2-(3,4,5-trimethoxyphenyl)-4H-chromen-3-yl 4-cyanobenzenesulfonate